4-(4-((4'-chloro-5,5-dimethyl-3,4,5,6-tetrahydro-[1,1'-biphenyl]-2-yl)methyl)piperazin-1-yl)-2-(2-methyl-2,3-dihydropyrrolo[3',2':5,6]pyrido[2,3-b][1,4]oxazin-1(6H)-yl)benzoic acid ClC1=CC=C(C=C1)C1=C(CCC(C1)(C)C)CN1CCN(CC1)C1=CC(=C(C(=O)O)C=C1)N1C2=C(OCC1C)N=C1C(=C2)C=CN1